BrC=1N=C2N(C1)C(CC2)C2=C(C=CC(=C2)F)F 2-bromo-5-(2,5-difluorophenyl)-6,7-dihydro-5H-pyrrolo[1,2-a]imidazole